ethoxy(3-mercaptopropyl)bis(3,6,9,12,15-pentaoxaoctadecan-1-oxy)silane C(C)O[Si](OCCOCCOCCOCCOCCOCCC)(OCCOCCOCCOCCOCCOCCC)CCCS